Acetonitril C(C)#N